1,5-pentanedicarbamate C(CCCCNC(=O)[O-])NC(=O)[O-]